FC(C(=O)O)(F)F.O1C(=NN=C1)NC=1N=CC2=C(N1)N1C(C(=C2)C=2C=C(C=CC2C)NC(C2=NC=CC(=C2)C(F)(F)F)=O)=NCC1 N-(3-(2-((1,3,4-oxadiazol-2-yl)amino)-8,9-dihydroimidazo[1',2':1,6]pyrido[2,3-d]pyrimidin-6-yl)-4-methylphenyl)-4-(trifluoromethyl)picolinamide 2,2,2-trifluoroacetate